The molecule is a glycine derivative that is the methyl ester of hippuric acid. It has a role as a metabolite. It is a glycine derivative and a methyl ester. It derives from a N-benzoylglycine. COC(=O)CNC(=O)C1=CC=CC=C1